FC1=C(C(=C(C(=C1[B-](C1=C(C(=C(C(=C1F)F)F)F)F)(C1=C(C(=C(C(=C1F)F)F)F)F)C1=C(C(=C(C(=C1F)F)F)F)F)F)F)F)F.C1(=CC=CC=C1)[C+](C1=CC=CC=C1)C1=CC=CC=C1 tri-phenyl-carbenium tetrakis-(pentafluorophenyl)-borate